BrC(C(=O)NC)(C)C 2-bromo-N,2-dimethyl-propionamide